1-(benzenesulfonyl)-6-(1-methylcyclopropoxy)pyrrolo[3,2-b]pyridine C1(=CC=CC=C1)S(=O)(=O)N1C=CC2=NC=C(C=C21)OC2(CC2)C